N1(CCC1)C1=C(C=NN1C)C1CC(C1)C(=O)O (1s,3s)-3-(5-(azetidin-1-yl)-1-methyl-1H-pyrazol-4-yl)cyclobutane-1-carboxylic acid